NC1=C(C=C(C(=N1)F)C1=CC=C(C=C1)N1C[C@H](N([C@H](C1)C)C(=O)OC(C)(C)C)C)C=1C=C2CCNC(C2=CC1)=O tert-butyl (2R,6S)-4-(4-(6-amino-2-fluoro-5-(1-oxo-1,2,3,4-tetrahydroisoquinolin-6-yl)pyridin-3-yl)phenyl)-2,6-dimethylpiperazine-1-carboxylate